(R)-tert-butyl 3-(5-methyl-6-((1-(naphthalen-1-yl)ethyl)carbamoyl)-1H-indol-2-yl)azetidine-1-carboxylate CC=1C=C2C=C(NC2=CC1C(N[C@H](C)C1=CC=CC2=CC=CC=C12)=O)C1CN(C1)C(=O)OC(C)(C)C